Cl.N1(CCNCC1)C1=NC=CC(=N1)N1N=NN=C1C(F)(F)F 2-(piperazin-1-yl)-4-(5-(trifluoromethyl)-1H-tetrazol-1-yl)pyrimidine hydrochloride